C(C)(C)(C)OC(=O)N1CCC(CC1)CCOC1CNC1 4-[2-(azetidin-3-yloxy)ethyl]piperidine-1-carboxylic acid tert-butyl ester